1-((3S,4R)-4-(3,4-difluorophenyl)-1-((S)-1,1,1-trifluoro-3-methoxypropan-2-yl)pyrrolidin-3-yl)-3-(3-ethoxy-4-methyl-1-phenyl-1H-pyrazol-5-yl)urea FC=1C=C(C=CC1F)[C@H]1[C@@H](CN(C1)[C@H](C(F)(F)F)COC)NC(=O)NC1=C(C(=NN1C1=CC=CC=C1)OCC)C